[Ga].[Ce] cerium-gallium